C[C@H]1COCCN1CC(=O)NCC1=CC(=NC=C1)OCC(F)(F)F (S)-2-(3-Methylmorpholino)-N-((2-(2,2,2-trifluoroethoxy)pyridin-4-yl)methyl)acetamide